2,2-diisoamyl-1,3-dimethoxypropane C(CC(C)C)C(COC)(COC)CCC(C)C